Benzyl (3-(1,3,4-oxadiazol-2-yl)phenyl)carbamate O1C(=NN=C1)C=1C=C(C=CC1)NC(OCC1=CC=CC=C1)=O